O1COC2=C1C=CC(=C2)NC(C2=CC=C(C=C2)NS(=O)(=O)C2=CC=CC=C2)=O N-(benzo[d][1,3]dioxol-5-yl)-4-(phenylsulfonamido)benzamide